N-[4-fluoro-5-(1-methylsulfonyl-3,6-dihydro-2H-pyridin-4-yl)-2-[rac-(3R,5S)-3,4,5-trimethylpiperazin-1-yl]phenyl]-6-oxo-4-(trifluoromethyl)-1H-pyridine-3-carboxamide FC1=CC(=C(C=C1C=1CCN(CC1)S(=O)(=O)C)NC(=O)C1=CNC(C=C1C(F)(F)F)=O)N1C[C@H](N([C@H](C1)C)C)C |r|